Cl.COC1=CC=C(C=C1)CCCOC(CN1C=NC=C1)C1=CC=C(C=C1)OC 1-[β-(3-(4-Methoxyphenyl)propoxy)-4-methoxyphenethyl]-1H-imidazole hydrochloride